C(C)(C)(C)OC(=O)N1C[C@H](N(CC1)C1=CC(=C(C(=O)O)C=C1)F)C (R)-4-(4-(tert-Butoxycarbonyl)-2-methylpiperazin-1-yl)-2-fluorobenzoic acid